NC1CCC(CC1)NC1=C(C2=C(C=N1)N=C(N2CC(F)(F)F)C#N)Br 6-(((1r,4r)-4-aminocyclohexyl)amino)-7-bromo-1-(2,2,2-trifluoroethyl)-1H-imidazo[4,5-c]pyridine-2-carbonitrile